S(=O)(=O)(OC1=C(C(=CC(=C1F)F)C1=NC(=NO1)C(=O)N1C[C@H](O[C@H](C1)C)C)F)O 3-(3-((2R,6S)-2,6-dimethylmorpholine-4-carbonyl)-1,2,4-oxadiazol-5-yl)-2,5,6-trifluorophenyl hydrogen sulfate